C1(=CC=CC=C1)C=C1C=NCC1 3-(phenylmethylene)-4,5-dihydropyrrole